O1COC2=C1C=CC(=C2)CN2C[C@@H]1C([C@@H]1C2)NC=2N=NC(=CC2)C2=C(C=CC(=C2)F)F (1R,5S,6s)-3-(1,3-benzodioxol-5-ylmethyl)-N-[6-(2,5-difluorophenyl)pyridazin-3-yl]-3-azabicyclo[3.1.0]hexan-6-amine